N-methyl-2-(6-((3-methylpyridin-2-yl)amino)-2-(pyridin-3-yl)pyrimidin-4-yl)-2-azaspiro[4.5]decane-7-carboxamide CNC(=O)C1CC2(CCN(C2)C2=NC(=NC(=C2)NC2=NC=CC=C2C)C=2C=NC=CC2)CCC1